CC1OC(CN(C1)CCN)C 2-(2,6-dimethylmorpholino)ethylamine